C(C)(C)(C)OC(=O)N1CCC(CC1)C=1N=C2N(C=C(C=C2OC(F)F)Br)C1 4-[6-bromo-8-(difluoromethoxy)imidazo[1,2-a]pyridin-2-yl]piperidine-1-carboxylic acid tert-butyl ester